FC(N1N=CC(=C1)C=1C=C2CN(N3C(C2=CC1OC)=CC(C(=C3)C(=O)O)=O)C(C)C)F 9-(1-(difluoromethyl)-1H-pyrazol-4-yl)-6-isopropyl-10-methoxy-2-oxo-6,7-dihydro-2H-pyrido[2,1-a]phthalazine-3-carboxylic acid